NC=1C(=C2C(=NC1)OCC2)N2C[C@H](C[C@H](C2)C)NC(OC(C)(C)C)=O tert-butyl [(3S,5R)-1-(5-amino-2,3-dihydrofuro[2,3-b]pyridin-4-yl)-5-methylpiperidin-3-yl]carbamate